COC(/C(=N/C)/C1=C(C=CC=C1)C)=O E-2-(2-methylphenyl)-2-methyliminoacetic acid methyl ester